tert-butylmethyl(1,8,9-trifluoro-5,6-dihydro-4H-pyrrolo[3,2,1-ij]quinolin-5-yl)carbamate C(C)(C)(C)OC(N(C1CN2C3=C(C(=C(C=C3C1)F)F)C(=C2)F)C)=O